FC=1C(=C(C=CC1F)[C@H]1[C@@H](O[C@@]([C@@H]1C)(C(F)(F)F)C)C(=O)NC=1C=NC(=CC1)[C@H]1OC(OC1)(C)C)C |o1:8,9,11,12,28| rel-(2R,3S,4R,5S)-3-(3,4-difluoro-2-methylphenyl)-N-(6-((R*)-2,2-dimethyl-1,3-dioxolan-4-yl)pyridin-3-yl)-4,5-dimethyl-5-(trifluoromethyl)tetrahydrofuran-2-carboxamide